methyl N-methyl-N-(2-(2,2,7-trifluoro-3-oxo-6-(perfluorophenyl)-2,3-dihydro-4H-benzo[b][1,4]oxazin-4-yl)acetyl)glycinate CN(CC(=O)OC)C(CN1C2=C(OC(C1=O)(F)F)C=C(C(=C2)C2=C(C(=C(C(=C2F)F)F)F)F)F)=O